FC1=C(C=C2CN(CC(C2=O)C2=CC=NC=C2)S(=O)(=O)C2=CC=CC=C2)C=CC=C1 3-(2-fluorobenzylidene)-5-(4-pyridinyl)-N-benzenesulfonyl-4-piperidone